benzidineNitrile C=1(C(=CC(N)=CC1)C#N)C1=CC=C(N)C=C1